1-(oxazol-2-yl)ethan-1-ol O1C(=NC=C1)C(C)O